5-((5-Chloro-2-(3,3-difluoro-8-azabicyclo[3.2.1]octan-8-yl)-pyrimidin-4-yl)amino)-3-(3-hydroxy-3-methylbutyl)-1-methyl-1,3-dihydro-2H-benzo[d]imidazol-2-one ClC=1C(=NC(=NC1)N1C2CC(CC1CC2)(F)F)NC2=CC1=C(N(C(N1CCC(C)(C)O)=O)C)C=C2